C(=CC)N1C(CCC1=O)=O N-propenyl-succinimide